N-[3-chloro-2-fluoro-4-(oxetan-3-ylmethoxy)phenyl]-6-(3-piperidyl)quinazolin-4-amine ClC=1C(=C(C=CC1OCC1COC1)NC1=NC=NC2=CC=C(C=C12)C1CNCCC1)F